ClC=1C=C(C=NC1CS(=O)(=O)C)NC=1N=CC2=C(N1)CN(CC2)C2=C(C1=C(OCCN1)N=C2)C 5-chloro-6-(methanesulfonylmethyl)-N-(7-{8-methyl-1H,2H,3H-pyrido[2,3-b][1,4]oxazin-7-yl}-5H,6H,7H,8H-pyrido[3,4-d]pyrimidin-2-yl)pyridin-3-amine